4-Hydroperoxy-1H-indole O(O)C1=C2C=CNC2=CC=C1